Cl.ClC1=CN=C2C(=N1)N(C(=C2)C2CCNCC2)C 3-chloro-5-methyl-6-(piperidin-4-yl)-5H-pyrrolo[2,3-b]pyrazine hydrochloride